C1(CCCC1)C=1C=C(SC1)B(O)O 4-(CYCLOPENTYL)THIOPHENE-2-BORONIC ACID